FC(OC1=CC=C(C=C1)NC(N)=O)(F)F 3-(4-(trifluoromethoxy)phenyl)urea